1-{3-[4-amino-7-(3-hydroxymethyl-phenyl)-2-(2-methoxyethyl)-1H-imidazo[4,5-c]Quinolin-1-yl]Propyl}pyrrolidin-2-one tert-butyl-(3-aminopropyl)(phenethyl)carbamate C(C)(C)(C)OC(N(CCC1=CC=CC=C1)CCCN)=O.NC1=NC=2C=C(C=CC2C2=C1N=C(N2CCCN2C(CCC2)=O)CCOC)C2=CC(=CC=C2)CO